2-amino-N-{(1S,2S)-2-[(4-{5-[4-(2-hydroxyethyl)piperazin-1-yl]-5,6,7,8-tetrahydronaphthalen-2-yl}phenyl)methoxy]cyclopentyl}-5-(trifluoromethyl)pyridine-3-carboxamide NC1=NC=C(C=C1C(=O)N[C@@H]1[C@H](CCC1)OCC1=CC=C(C=C1)C1=CC=2CCCC(C2C=C1)N1CCN(CC1)CCO)C(F)(F)F